4-(6-chloro-1-(methylsulfonyl)-1H-pyrazolo[3,4-d]pyrimidin-4-yl)-3-methylmorpholine ClC1=NC(=C2C(=N1)N(N=C2)S(=O)(=O)C)N2C(COCC2)C